ruthenium (II) (1,3-bis-(2,4,6-trimethylphenyl)-2-imidazolidinylidene)dichloro(phenylmethylene)bis-(3-bromopyridine) CC1=C(C(=CC(=C1)C)C)N1C(N(CC1)C1=C(C=C(C=C1C)C)C)=C1C(=C(C(=C(N1)C(C1=NC=CC=C1Br)C1=CC=CC=C1)Br)Cl)Cl.[Ru+2]